N-(4-((2-(2,6-dioxopiperidin-3-yl)-1,3-dioxoisoindolin-4-yl)amino)butyl)-2-(4-(4-(5-(2-fluoro-6-methoxyphenyl)-1H-pyrazolo[4,3-d]pyrimidin-3-yl)phenyl)piperazin-1-yl)acetamide O=C1NC(CCC1N1C(C2=CC=CC(=C2C1=O)NCCCCNC(CN1CCN(CC1)C1=CC=C(C=C1)C1=NNC2=C1N=C(N=C2)C2=C(C=CC=C2OC)F)=O)=O)=O